C[Si](C)(C)C/C(/[O-])=N\[Si](C)(C)C (E)-(trimethylsilyl N-(trimethylsilyl) ethanimidate)